ClCC=1C=NN(C1)CC1=CC=C(C=C1)O\C=C(\C(F)(F)F)/OCC 4-(chloromethyl)-1-[[4-[[(1Z)-2-ethoxy-3,3,3-trifluoro-1-propen-1-yl]oxy]phenyl]methyl]-1H-pyrazole